C(#N)C1=CC(=C(C=C1)NS(=O)(=O)C1=CN(C=2CC(CCC12)OCC(F)(F)F)S(=O)(=O)C1=CC=C(C)C=C1)F N-(4-cyano-2-fluorophenyl)-1-tosyl-6-(2,2,2-trifluoroethoxy)-4,5,6,7-tetrahydro-1H-indole-3-sulfonamide